3-(4-((3-(4-chlorophenyl)-1-cyclopentyl-1H-indazol-6-yl)methoxy)phenyl)butanoic acid ClC1=CC=C(C=C1)C1=NN(C2=CC(=CC=C12)COC1=CC=C(C=C1)C(CC(=O)O)C)C1CCCC1